NC=1C(=C(C=CC1)S(=O)(=O)NC=1SC(=C(N1)C1=C(C=CC=C1)C(C)C)C1=CC(=CC=C1)[C@@H]1C[C@H](CC1)OC(F)(F)F)F 3-amino-2-fluoro-N-(4-(2-isopropylphenyl)-5-(3-((1S,3S)-3-(trifluoromethoxy)cyclopentyl)phenyl)thiazol-2-yl)benzenesulfonamide